1,2-dinaphthylacetylene C1(=CC=CC2=CC=CC=C12)C#CC1=CC=CC2=CC=CC=C12